S(=O)(=O)(C1=CC=C(C)C=C1)OCCOCCOCCOCCOS(=O)(=O)C1=CC=C(C)C=C1 p-[2-(2-{2-[2-(Tosyloxy)ethoxy]ethoxy}ethoxy)ethoxysulfonyl]-toluene